bromo-2-(2,3-dichlorophenyl)-3-((4-methoxyphenylmethyl)oxy)pyrazine BrC=1N=C(C(=NC1)C1=C(C(=CC=C1)Cl)Cl)OCC1=CC=C(C=C1)OC